ClC=1C(=C2C=NNC2=C(C1F)NC(C)C)C=1N=CC=2N(C1)C=C(N2)NC(=O)[C@@H]2[C@H](C2)F (1R,2S)-N-(6-(5-chloro-6-fluoro-7-(isopropylamino)-1H-indazol-4-yl)imidazo[1,2-a]pyrazin-2-yl)-2-fluorocyclopropane-1-carboxamide